OC[C@@H]1[C@@H]([C@@H]2CN(CCCCN12)C(=O)NC1=CC=CC=C1)C1=CC=C(C=C1)C#CC1=CC=CC=C1 (8R,9R,10S)-10-(hydroxymethyl)-N-phenyl-9-[4-(2-phenylethynyl)phenyl]-1,6-diazabicyclo[6.2.0]decane-6-carboxamide